CC1(O[C@@]2([C@H]3C([C@@H](C[C@@H]2O1)C3)(C)C)CCO)C 2-[(1R,2R,6S,8R)-4,4,9,9-tetramethyl-3,5-dioxatricyclo[6.1.1.0^{2,6}]decan-2-yl]ethanol